N1=C(C=CC2=CC=CC=C12)C1=NC2=CC=CC=C2C=C1.N1=C(C=CC2=CC=CC=C12)C1=NC2=CC=CC=C2C=C1.[Ir+3] iridium (III) bis(biquinoline)